ClC1=NC(=NC(=C1)Cl)C=1N=C(SC1)C 4-(4,6-dichloropyrimidin-2-yl)-2-methylthiazole